3-(2-Ethoxy-4-(6-((2-(5-fluoro-2,7-dimethylbenzo[b]thiophen-3-yl)ethyl)amino)pyrimidin-4-yl)phenyl)-[1,2,4]oxadiazol-5-ol C(C)OC1=C(C=CC(=C1)C1=NC=NC(=C1)NCCC=1C2=C(SC1C)C(=CC(=C2)F)C)C2=NOC(=N2)O